3-(naphthalene-2-yl)propanoic acid C1=C(C=CC2=CC=CC=C12)CCC(=O)O